C(C)(C)(C)OC(=O)N(C1CCN(CC1)C=1C2=C(N=C(N1)Cl)C(=CS2)C)CCCC2=CC=C(C=C2)F N-(tert-Butoxycarbonyl)-N-[1-(2-chloro-7-methylthieno[3,2-d]pyrimidin-4-yl)-4-piperidyl]-3-(4-fluorophenyl)propylamine